ClC=1C=C(C=C(C1OC[C@@H](CCl)O)Cl)C(C)(C)C1=CC=C(OC[C@H](CO)O)C=C1 (S)-3-(4-(2-(3,5-dichloro-4-((S)-3-chloro-2-hydroxypropoxy)phenyl)propan-2-yl)phenoxy)propane-1,2-diol